ClC1=C(C=CC=C1)S(=O)CC1=CC=C(C=C1)C(=O)N1CCCCC1 (4-(((2-chlorophenyl)sulfinyl)methyl)phenyl)(piperidin-1-yl)methanone